1,5,9-triamino-2,3,6,7,10,11-hexamethoxybenzophenanthrene NC1=C2C=3C=C(C(=C(C3C3=C(C2=CC(=C1OC)OC)C(=C(C(=C3)OC)OC)N)N)OC)OC